C(O)([O-])=O.C(C)N1C=[N+](C=C1)C 1-Ethyl-3-methylimidazolium hydrogencarbonat